(2-aminoethyl)-1,2-diaminoethane NCCC(CN)N